1-pentyl-1-butylpyrrolidinium chloride [Cl-].C(CCCC)[N+]1(CCCC1)CCCC